4-((benzo[d]oxazol-5-yloxy)methyl)-N-(2-fluoro-4-hydroxy-5-(methylsulfonyl)phenyl)benzamide O1C=NC2=C1C=CC(=C2)OCC2=CC=C(C(=O)NC1=C(C=C(C(=C1)S(=O)(=O)C)O)F)C=C2